bis[4-hydroxyphenyl]-phenylsulfonium OC1=CC=C(C=C1)[S+](C1=CC=CC=C1)C1=CC=C(C=C1)O